N-methyl-N-(6-phenethyl-4-phenylquinolin-2-yl)glycine CN(CC(=O)O)C1=NC2=CC=C(C=C2C(=C1)C1=CC=CC=C1)CCC1=CC=CC=C1